(E)-2-butanol CC(CC)O